CCCCC/C=C\C/C=C\CCCCCCCCCC(=O)OC[C@H](COP(=O)(O)OC[C@H](CO)O)OC(=O)CCCCCCC/C=C\C/C=C\C/C=C\CC 1-(11Z,14Z-eicosadienoyl)-2-(9Z,12Z,15Z-octadecatrienoyl)-glycero-3-phospho-(1'-sn-glycerol)